RAC-(3R)-3-(4-{4-[(4-{1-[6-(2-HYDROXYPHENYL)PYRIDAZIN-4-YL]-4-PHENYLPIPERIDINE-4-CARBONYL}PIPERAZIN-1-YL)METHYL]PIPERIDIN-1-YL}PHENYL)PIPERIDINE-2,6-DIONE OC1=C(C=CC=C1)C1=CC(=CN=N1)N1CCC(CC1)(C(=O)N1CCN(CC1)CC1CCN(CC1)C1=CC=C(C=C1)[C@@H]1C(NC(CC1)=O)=O)C1=CC=CC=C1 |r|